ClC=1C=C(C=NC1N1N=CC=N1)N 5-chloro-6-(2H-1,2,3-triazol-2-yl)pyridin-3-ylamine